ClC=1C=CC(=NC1)NC=1SC=C(N1)C=1NC(=NC1C)C1=C(C(=O)N)C=CC=C1 (4-{2-[(5-chloropyridin-2-yl)amino]-1,3-thiazol-4-yl}-5-methyl-3H-imidazol-2-yl)benzamide